Br.C(C)C=1N=C(SC1)[C@H](CC1=CC=C(C=C1)[N+](=O)[O-])N 1-(S)-(4-ethylthiazol-2-yl)-2-(4-nitrophenyl)ethylamine hydrobromide